((2R,7aS)-2-fluoro-tetrahydro-1H-pyrrolo[3,4-b]pyridin-7a(5H)-yl)methanol F[C@@H]1CCC2[C@](N1)(C=NC2)CO